C(C)(C)(C)OC(=O)N1C(CN(CC1)C(F)(F)F)C1=C(C=CC=C1)CNNS(=O)(=O)CC1=CC=CC=C1 4-trifluoromethyl-2-(((2-toluenesulfonylhydrazino)methyl)phenyl)piperazine-1-carboxylic acid tert-butyl ester